diphosphine dinitrogen [N].[N].P.P